carbamoyl-L-glutamic acid C(N)(=O)N[C@@H](CCC(=O)O)C(=O)O